The molecule is a dihydroxyflavone that is tricin 4'-O-(erythro-beta-guaiacylglyceryl) ether in which the hydroxy hydrogen at position 7'' has been replaced by a beta-D-glucopyranosyl group. It has a role as a plant metabolite. It is a beta-D-glucoside, a dihydroxyflavone, a dimethoxyflavone, a monosaccharide derivative and a polyphenol. It derives from a 3',5'-di-O-methyltricetin and a (-)-(7R,8S)-guaiacylglycerol. COC1=CC(=CC(=C1O[C@@H](CO)[C@@H](C2=CC(=C(C=C2)O)OC)O[C@H]3[C@@H]([C@H]([C@@H]([C@H](O3)CO)O)O)O)OC)C4=CC(=O)C5=C(C=C(C=C5O4)O)O